iron-chromium-lead [Pb].[Cr].[Fe]